C(C)OC([C@@H](C(C=O)(C)C)O)=O.NC1=NC=NN2C1=NC=C2C=2C=NN(C2)C=2C(=CC(=C(C2)NC(=O)C=2N=NC=C(C2)C(F)(F)F)F)C N-(5-(4-(4-aminoimidazo[2,1-f][1,2,4]triazin-7-yl)-1H-pyrazol-1-yl)-2-fluoro-4-methylphenyl)-5-(trifluoromethyl)pyridazine-3-carboxamide ethyl-(R)-2-hydroxy-3,3-dimethyl-4-oxobutanoate